C(C)OC(C1=C(C=CC(=C1)C(F)(F)F)NC1=C(C=C(C=C1)F)CCC=C)=O ((2-(but-3-en-1-yl)-4-fluorophenyl)amino)-5-(trifluoromethyl)benzoic acid ethyl ester